8-((2s,5r)-4-(tert-butoxycarbonyl)-2,5-diethylpiperazin-1-yl)-5-(methyl-d3)-6-oxo-5,6-dihydroimidazo[1,2-b]pyridazine-2-carboxylic acid C(C)(C)(C)OC(=O)N1C[C@@H](N(C[C@H]1CC)C=1C=2N(N(C(C1)=O)C([2H])([2H])[2H])C=C(N2)C(=O)O)CC